3-(4,6-diphenyl-1,3,5-triazin-2-yl)-9-(naphthalen-2-yl)-1-(pyridine-3-yl)-9H-carbazole C1(=CC=CC=C1)C1=NC(=NC(=N1)C1=CC=CC=C1)C=1C=C(C=2N(C3=CC=CC=C3C2C1)C1=CC2=CC=CC=C2C=C1)C=1C=NC=CC1